ClC1=CC=NC2=CC(=CC=C12)C1=C(C=C(C(=O)N2C[C@@H]3[C@H](C2)CN(C3)C(=O)OC(C)(C)C)C=C1)F tert-butyl (3aR,6aS)-5-(4-(4-chloroquinolin-7-yl)-3-fluorobenzoyl)hexahydropyrrolo[3,4-c]pyrrole-2(1H)-carboxylate